C(C)N(CC)C=1C=C(C=CC1)NC(CCCCCCC)=O N-[3-(N,N-diethylamino)phenyl]octanamide